OCCC1=C(NC2=CC=C(C=C12)C1CCNCC1)C1=CC=NC(=C1)C 4-(3-(2-hydroxyethyl)-5-(piperidin-4-yl)-1H-indol-2-yl)-6-methylpyridine